benzyl (R)-4-(4-(2-oxo-2-((1-(5-(trifluoromethyl)pyridin-3-yl)pyrrolidin-3-yl)amino)ethyl)phenyl)piperazine-1-carboxylate O=C(CC1=CC=C(C=C1)N1CCN(CC1)C(=O)OCC1=CC=CC=C1)N[C@H]1CN(CC1)C=1C=NC=C(C1)C(F)(F)F